4-amino-N-((5-(difluoromethyl)-2-pyridinyl)methyl)-N-((1R)-1-(2-pyrimidinyl)ethyl)-1,3-dihydrofuro[3,4-c]quinoline-8-carboxamide NC1=NC=2C=CC(=CC2C2=C1COC2)C(=O)N([C@H](C)C2=NC=CC=N2)CC2=NC=C(C=C2)C(F)F